methyl N-(2-chloro-6,7-dihydro-5H-cyclopenta[d]pyrimidin-4-yl)-N-methylvalinate ClC=1N=C(C2=C(N1)CCC2)N([C@@H](C(C)C)C(=O)OC)C